(+/-)-7-hydroxy-3,7-dimethyloctanal OC(CCC[C@H](CC=O)C)(C)C |r|